[N+](=O)([O-])C1=C(C=CC=C1)S(=O)(=O)N1C2CC(CC1C2)N2N=CN=N2 6-(2-nitrophenyl)sulfonyl-3-endo-(tetrazol-2-yl)-6-azabicyclo[3.1.1]heptane